Cl.O=C(O)[C@@H](N)CC1=CC=C(O)C(O)=C1 |r| racemic-dopa hydrochloride